ClC1=NC=C2C=C(C=3N(C2=C1)C(=CN3)C#N)C=3C=NC(=CC3C)C(CC)=O 8-chloro-4-(4-methyl-6-propionylpyridin-3-yl)imidazo[1,2-a][1,6]naphthyridine-1-carbonitrile